ClCCC(=C(C1=CC=C(C=C1)O)C1=CC=C(OCCN2CCC(CC2)CN2CCN(CC2)C=2C=C3C(N(C(C3=CC2F)=O)C2C(NC(CC2)=O)=O)=O)C=C1)C1=CC=C(C=C1)O 5-(4-((1-(2-(4-(4-chloro-1,2-bis(4-hydroxyphenyl)but-1-en-1-yl)phenoxy)ethyl)piperidin-4-yl)methyl)piperazin-1-yl)-2-(2,6-dioxopiperidin-3-yl)-6-fluoroisoindoline-1,3-dione